N[C@@H]1[C@@H](OCC12CCN(CC2)C=2NC(C1=C(N2)NN=C1C1(CC1)C1=CC(=CC=C1)Br)=O)C 6-((3S,4S)-4-amino-3-methyl-2-oxa-8-azaspiro[4.5]decan-8-yl)-3-(1-(3-bromophenyl)cyclopropyl)-1,5-dihydro-4H-pyrazolo[3,4-d]pyrimidin-4-one